FC1=C2C(=C(C=NC2=CC=C1)C=O)C=1C=NC(=NC1)C(F)(F)F 5-fluoro-4-(2-(trifluoromethyl)pyrimidin-5-yl)quinoline-3-carbaldehyde